tert-butyl 4-(4-((4-([1,2,4]triazolo[1,5-a]pyridin-7-yloxy)-3-methylphenyl)amino)pyrrolo[2,1-f][1,2,4]triazin-5-yl)piperazine-1-carboxylate N=1C=NN2C1C=C(C=C2)OC2=C(C=C(C=C2)NC2=NC=NN1C2=C(C=C1)N1CCN(CC1)C(=O)OC(C)(C)C)C